C(CC)OCC(C)OCC(C)N 1-((1-propoxyprop-2-yl)oxy)-propan-2-amine